FC1=CC=C(C=C1)C1=CC(=C(S1)NC(=O)N)C(=O)N 5-(4-fluorophenyl)-2-ureidothiophene-3-carboxylic acid amide